6-(4-Chlorophenyl)-N-[(1R,2S)-2-hydroxycyclopentyl]-3-oxo-2-(pyridin-3-yl)-2,3-dihydropyridazine-4-carboxamide ClC1=CC=C(C=C1)C=1C=C(C(N(N1)C=1C=NC=CC1)=O)C(=O)N[C@H]1[C@H](CCC1)O